C(C)C(COC(C=1C(C(=O)OCC(CCCC)CC)=CC=CC1)=O)CCCC.C(CCCCC)C1N(CCCC1)NC(C(CCCC)CC)=O N-(2-hexylpiperidinyl)-(2-ethyl)hexanamide di(2-ethylhexyl)phthalate